ClC=1C=C2C=C(NC2=CC1)CNC(N(C)[C@H]1CN(CCC1)C(CC1(CCC1)O)=O)=O (R)-3-((5-chloro-1H-indol-2-yl)methyl)-1-(1-(2-(1-hydroxycyclobutyl)acetyl)piperidin-3-yl)-1-methylurea